6-(4-methoxyphenyl)-2-(2,2,2-trifluoroethylamino)pyrido[4,3-d]pyrimidin-7(6H)-one COC1=CC=C(C=C1)N1C=C2C(N=C(N=C2)NCC(F)(F)F)=CC1=O